C(C)OC(=O)C1=C(N=C(S1)NC1=NC(=CC(=N1)NCC1=CC(=C(C=C1)OC)OC1CCCC1)N1CCNCC1)C 2-[[4-[[[3-(Cyclopentyloxy)-4-methoxyphenyl]methyl]amino]-6-(1-piperazinyl)-2-pyrimidinyl]amino]-4-methyl-5-thiazolecarboxylic acid ethyl ester